NC1CCC(CC1)NC1=NC(=NC=C1C=1C=NN(C1)C)NC1=CC(=CC(=C1)C(F)(F)F)C(F)(F)F N4-((1r,4r)-4-aminocyclohexyl)-N2-(3,5-bis(trifluoromethyl)phenyl)-5-(1-methyl-1H-pyrazol-4-yl)pyrimidine-2,4-diamine